(5R)-5-ethyl-5-methyl-3-{2-[(2,4,4-trimethyl-4H-3,1-benzoxazin-5-yl)oxy]-5-pyrimidinyl}-2,4-imidazolidinedione C(C)[C@@]1(C(N(C(N1)=O)C=1C=NC(=NC1)OC1=CC=CC2=C1C(OC(=N2)C)(C)C)=O)C